[(4S)-7-chloro-6-(3-fluoro-2-pyridyl)-4-methyl-8-(trifluoromethyl)-4H-imidazo[1,2-a][1,4]benzodiazepin-2-yl]-(3-hydroxy-3-methyl-azetidin-1-yl)methanone ClC1=C(C=CC2=C1C(=N[C@H](C=1N2C=C(N1)C(=O)N1CC(C1)(C)O)C)C1=NC=CC=C1F)C(F)(F)F